C(C)(C)(C)OC(N(CC)CCOC1=NC=C(C=C1[N+](=O)[O-])Br)=O.C(C)(C)NC(C1=CC=C(C=C1)C1=NC(=NC=C1C)NC=1C=NN(C1)C)=O N-isopropyl-4-(5-methyl-2-((1-methyl-1H-pyrazol-4-yl)amino)pyrimidin-4-yl)benzamide tert-Butyl-(2-((5-bromo-3-nitropyridin-2-yl)oxy)ethyl)(ethyl)carbamate